C(C)(C)N1N=C(N=C1C1CCC(CC1)N1[C@@H](COCC1)C)C1=NC(=CC=C1)C(F)(F)F (R)-4-((1R,4R)-4-(1-isopropyl-3-(6-(trifluoromethyl)pyridin-2-yl)-1H-1,2,4-triazol-5-yl)cyclohexyl)-3-methylmorpholine